N[C@@H]([C@H](O)C)C(=O)NC=1C=2N=CN([C@H]3[C@H](O)[C@H](O)[C@@H](CO)O3)C2N=CN1 N6-threonyl-adenosine